5-(3,4-difluorobenzyl)-3-(2-(pyridin-2-yl)vinyl)-1H-indazole FC=1C=C(CC=2C=C3C(=NNC3=CC2)C=CC2=NC=CC=C2)C=CC1F